N2-(3-chloro-2-((2S,6R)-2,6-dimethylmorpholino)phenyl)-N5,N5-dimethylthiophene-2,5-disulfonamide ClC=1C(=C(C=CC1)NS(=O)(=O)C=1SC(=CC1)S(=O)(=O)N(C)C)N1C[C@@H](O[C@@H](C1)C)C